ClC1=C(C=C(S1)[C@@H](C(C(=O)OCC1=CC=CC=C1)(C)C)C1=C(C2=C(N(N=N2)CC)C=C1)F)COCC1=CC=C(C=C1)OC benzyl (S)-3-(5-chloro-4-(((4-methoxybenzyl)oxy)methyl)thiophen-2-yl)-3-(1-ethyl-4-fluoro-1H-benzo[d][1,2,3]triazol-5-yl)-2,2-dimethylpropanoate